2-(2-ethyl-6-{[(2R)-4-methylmorpholin-2-yl]methyl}-5,8-dioxo-5,6,7,8-tetrahydro-4H-pyrazolo[1,5-a]pyrrolo[3,4-d]pyrimidin-4-yl)-N-(5-fluoropyridin-2-yl)acetamide C(C)C1=NN2C(N(C3=C(C2=O)CN(C3=O)C[C@H]3CN(CCO3)C)CC(=O)NC3=NC=C(C=C3)F)=C1